C(C)(=O)OCC=1C(=NC=CC1C1=CN(C(C(=C1)NC1=NOC(=C1)C)=O)C)N1N=CC=2C=3CCCCC3SC2C1=O (4-{1-Methyl-5-[(5-methyl-1,2-oxazol-3-yl)amino]-6-oxo-1,6-dihydropyridin-3-yl}-2-{6-oxo-8-thia-4,5-diazatricyclo[7.4.0.02,7]trideca-1(9),2(7),3-trien-5-yl}pyridin-3-yl)methyl Acetate